BrC1=NN2C(CN(CC2)C(=O)OC(C)(C)C)=C1 tert-butyl 2-bromo-6,7-dihydropyrazolo[1,5-a]pyrazine-5(4H)-carboxylate